COC(NC1=CC=C(C=C1)C1=NOC(=N1)C(F)(F)F)=O Methyl{4-[5-(trifluoromethyl)-1,2,4-oxadiazole-3-yl]phenyl}carbamate